(1R,11R)-18-(difluoromethoxy)-12-methyl-5-(3,3,4,4-tetramethylborolan-1-yl)-2,9,12-triazapentacyclo[9.8.1.0^{2,10}.0^{3,8}.0^{14,19}]icosa-3(8),4,6,9,14(19),15,17-heptaen-13-one FC(OC1=CC=CC=2C(N([C@H]3C4=NC=5C=CC(=CC5N4[C@@H](C12)C3)B3CC(C(C3)(C)C)(C)C)C)=O)F